FC=1C=CC(=NC1)OC1CC2(CN(C2)C(=O)N2C[C@H](CC2)C2=NC=NN2)C1 [6-[(5-fluoro-2-pyridinyl)oxy]-2-azaspiro[3.3]heptan-2-yl]-[(3S)-3-(1H-1,2,4-triazol-5-yl)pyrrolidin-1-yl]methanone